2-(2-amino-6-((2-methoxyethyl)amino)-9H-purin-9-yl)-N-(3-(tert-butyl)-1H-pyrazol-5-yl)acetamide NC1=NC(=C2N=CN(C2=N1)CC(=O)NC1=CC(=NN1)C(C)(C)C)NCCOC